(E)-6-(but-2-en-1-yl)-4-(3-chloro-4-(piperazine-1-carbonyl)phenyl)-2-methyl-1H-pyrrolo[2,3-c]pyridin-7(6H)-one C(\C=C\C)N1C(C2=C(C(=C1)C1=CC(=C(C=C1)C(=O)N1CCNCC1)Cl)C=C(N2)C)=O